tert-Butyl 8-(3-ethoxy-3-oxo-propyl)-4-methyl-chromane-4-carboxylate C(C)OC(CCC=1C=CC=C2C(CCOC12)(C(=O)OC(C)(C)C)C)=O